tert-butyl ((R)-1-(((R)-(3-(2-fluoro-6-((6-fluoro-2-methylpyridin-3-yl)oxy)-3-(trifluoromethyl)benzamido)phenyl)(methyl)(oxo)-λ6-sulfaneylidene)amino)-1-oxopropan-2-yl)carbamate FC1=C(C(=O)NC=2C=C(C=CC2)[S@](=O)(C)=NC([C@@H](C)NC(OC(C)(C)C)=O)=O)C(=CC=C1C(F)(F)F)OC=1C(=NC(=CC1)F)C